(R)-1-(1-(5-(2-cyanocyclohex-1-en-1-yl)pyridin-2-yl)-2-hydroxyethyl)-3-(2-ethynyl-thiazol-4-yl)urea C(#N)C1=C(CCCC1)C=1C=CC(=NC1)[C@H](CO)NC(=O)NC=1N=C(SC1)C#C